C(=O)=C(C=O)C1=CC=C(C=C1)C 2-carbonyl-2-(p-tolyl)acetaldehyde